C[C@@H]1N(CCOC1)C1=NC=C(C=N1)N 2-[(3S)-3-methylmorpholin-4-yl]pyrimidin-5-amine